C(C1=CC=CC=C1)(=O)N1C(N(C=CC1=O)C1C(N(CC1)C1=CC=C(C=C1)C#C[Si](C)(C)C)=O)=O 3-benzoyl-1-(2-oxo-1-(4-((trimethylsilyl)ethynyl)phenyl)pyrrolidin-3-yl)pyrimidine-2,4(1H,3H)-dione